C(CCC)C=1N(C2=C(C=NC=C2)N1)C=1C=C(SC1)C(=O)N 4-(2-butyl-1H-imidazo[4,5-c]pyridin-1-yl)thiophene-2-carboxamide